4-methyl-7-oxo-1-azabicyclo[3.2.0]hept-2-ene-2-carboxylic acid 4-nitrobenzyl ester [N+](=O)([O-])C1=CC=C(COC(=O)C=2N3C(CC3C(C2)C)=O)C=C1